C1(CCCCC1)SCC1=COC2=C1C=CC=C2 3-((Cyclohexylthio)methyl)benzofuran